CC1(C(C(C2=CC=CC=C12)(C)C)C)C 1,1,2,3,3-pentamethyl-indane